4-BROMO-3-METHYLTHIOPHENE-2-CARBALDEHYDE BrC=1C(=C(SC1)C=O)C